FC(OC1=CC=C(C=C1)N1N=C(C(C1=O)C(=O)NC1=CC(=NC=C1)C(CC)(F)F)C)F 1-(4-(difluoromethoxy)phenyl)-N-(2-(1,1-difluoropropyl)pyridin-4-yl)-3-methyl-5-oxo-4,5-dihydro-1H-pyrazole-4-carboxamide